37-azido-1,1,1-triphenyl-5,8,11,14,17,20,23,26,29,32,35-undecaoxathiaheptatriacontane N(=[N+]=[N-])CCOCCOCCOCCOCCOCCOCCOCCOCCOCCOCCOCCCS(C1=CC=CC=C1)(C1=CC=CC=C1)C1=CC=CC=C1